C1N(CC2=CC=CC=C12)CC=1C=CC(=C(C#N)C1)OCC1=CC=C(C=C1)OC 5-(isoindolin-2-ylmethyl)-2-((4-methoxybenzyl)oxy)benzonitrile